diethyl 4-chloro-1H-pyrrolo[3,2-c]quinoline-2,7-dicarboxylate ClC1=NC=2C=C(C=CC2C2=C1C=C(N2)C(=O)OCC)C(=O)OCC